(methyl)-λ6-sulfane C[SH5]